2,3,4-trimethylaniline CC1=C(N)C=CC(=C1C)C